acryloylbutyl phthalate C(C=1C(C(=O)[O-])=CC=CC1)(=O)OCCCCC(C=C)=O